COC1=CC=C(C=C1)CN1C(C(CCC1=O)OS(=O)(=O)C(F)(F)F)=O [1-[(4-methoxyphenyl)methyl]-2,6-dioxo-3-piperidyl]-trifluoromethanesulfonate